N-octadecenyl-2-(3-methoxy-4-tetrahydropyranyloxyphenyl)-7-methoxy-3,5-di-tetrahydropyranyloxyquinolin-4-one C(=CCCCCCCCCCCCCCCCC)N1C(=C(C(C2=C(C=C(C=C12)OC)OC1OCCCC1)=O)OC1OCCCC1)C1=CC(=C(C=C1)OC1OCCCC1)OC